(3R,4S)-3-cyclopropyl-4-methyl-1-[6-(1-methylindazol-4-yl)pyrrolo[1,2-b]pyridazin-4-yl]-2-oxopyrrolidine-3-carbonitrile C1(CC1)[C@]1(C(N(C[C@H]1C)C=1C=2N(N=CC1)C=C(C2)C2=C1C=NN(C1=CC=C2)C)=O)C#N